C(N)(=N)C=1C=C(SC1)[C@@H](C)NC(=O)[C@H]1N(C[C@H](C1)COC)C(CNC(=O)C=1C=CC=2C(C3=CC=CC=C3C2C1)(F)F)=O |o1:16| (2S,4S*)-N-((R)-1-(4-carbamimidoylthiophen-2-yl)ethyl)-1-((9,9-difluoro-9H-fluorene-3-carbonyl)glycyl)-4-(methoxymethyl)pyrrolidine-2-carboxamide